C(#N)[C@@H]1C[C@H](C1)S(=O)(=O)N1C[C@H](CCC1)C(=O)N1[C@H](CCC1)C(=O)NCC1=CC=C(C=C1)C(F)(F)F 1-(((3S)-1-((trans-3-cyanocyclobutyl)sulfonyl)-3-piperidinyl)carbonyl)-N-(4-(trifluoromethyl)benzyl)-D-prolinamide